1-methylurea CNC(=O)N